BrC1=C(C=CC=C1)C1=CC=C(C=C1)Cl 2-bromo-4'-chloro-[1,1'-biphenyl]